1-(5-(aminomethyl)thiophen-2-yl)-2-((6-morpholino-2-(trifluoromethyl)quinazolin-4-yl)thio)ethan-1-one hydrochloride Cl.NCC1=CC=C(S1)C(CSC1=NC(=NC2=CC=C(C=C12)N1CCOCC1)C(F)(F)F)=O